FC1=CC=C(NC(C(C)C23CC(C2)(C3)NC(=O)C3=[NH+]C=CC(=C3)C)=O)C=C1 N-[3-[2-(4-fluoroanilino)-1-methyl-2-oxo-ethyl]-1-bicyclo[1.1.1]pentanyl]-4-methyl-pyridin-1-ium-2-carboxamide